N-[4-(2,6-Dimethylphenyl)-6-[4-(4-methoxy-4-piperidyl)phenoxy]pyrimidin-2-yl]-1-methyl-pyrazole-4-sulfonamide CC1=C(C(=CC=C1)C)C1=NC(=NC(=C1)OC1=CC=C(C=C1)C1(CCNCC1)OC)NS(=O)(=O)C=1C=NN(C1)C